FC1=C(C(=CC=C1)F)CN1C=NN(C1=O)C1=CC(=C(OC2=CC(=NC=C2F)N2CC(C2)(C)CNC(OC(C)(C)C)=O)C=C1)F Tert-butyl N-[[1-[4-[4-[4-[(2,6-difluorophenyl)methyl]-5-oxo-1,2,4-triazol-1-yl]-2-fluoro-phenoxy]-5-fluoro-2-pyridyl]-3-methyl-azetidin-3-yl]methyl]carbamate